NC=1SC(=CN1)C(=O)NC1=C(C=C(C(=C1)C(NC1=NC=C(C=C1)OCC(F)F)=O)F)F 2-Amino-N-[5-[[5-(2,2-difluoroethoxy)pyridin-2-yl]carbamoyl]-2,4-difluorophenyl]-1,3-thiazole-5-carboxamide